NCCC1CCN(CC1)C1=C2C(N(C(C2=CC=C1)=O)C1C(NC(CC1)=O)=O)=O 4-[4-(2-Aminoethyl)piperidin-1-yl]-2-(2,6-dioxopiperidin-3-yl)-2,3-dihydro-1H-isoindole-1,3-dione